C(CC)OCOC(=O)C1C2C=CC(C1)C2 5-(n-propoxymethyloxycarbonyl)-bicyclo[2.2.1]Hept-2-ene